2-((2-methoxy-2-oxoethyl)carbamoyl)-4-methyl-5-(2H-tetrazol-5-yl)pyridin-3-yl pivalate C(C(C)(C)C)(=O)OC=1C(=NC=C(C1C)C=1N=NNN1)C(NCC(=O)OC)=O